NC1=NC=CC=C1C1=NC=2C(=NC(=CC2)C2=CC=CC=C2)N1C1=CC=C(C=C1)C1CN(C1)C(=O)C1=CC=C(C=C1)N1N=C(C=C1O)C (3-(4-(2-(2-aminopyridin-3-yl)-5-phenyl-3H-imidazo[4,5-b]pyridin-3-yl)phenyl)azetidin-1-yl)(4-(5-hydroxy-3-methyl-1H-pyrazol-1-yl)phenyl)methanone